C(C1=CC=CC=C1)C1CCN2CCC(C[C@@H]12)(F)F benzyl-(3S,8aS)-7,7-difluorooctahydroindolizine